methyl (R)-2-((tert-butoxycarbonyl)amino)-3-(methylamino)propanoate C(C)(C)(C)OC(=O)N[C@@H](C(=O)OC)CNC